C(C)C1OCCCN(C1)C=1C2=C(N=C(N1)OCC1(CC1)CN(C)C)CN(CC2)C2=CC=CC1=CC=CC(=C21)CC 1-(1-(((4-(2-ethyl-1,4-oxazepan-4-yl)-7-(8-ethylnaphthalen-1-yl)-5,6,7,8-tetrahydropyrido[3,4-d]pyrimidin-2-yl)oxy)methyl)cyclopropyl)-N,N-dimethylmethanamine